C(C)C=1C=C(C=C2C=NC(=NC12)N[C@@H]1CNCCC1)C1=CC=C2C(=NC=NN21)NS(=O)(=O)CCC (S)-N-(7-(8-ethyl-2-(piperidin-3-ylamino)quinazolin-6-yl)pyrrolo[2,1-f][1,2,4]triazin-4-yl)propane-1-sulfonamide